N[C@H](CC1=C(C2=NC(=CC(=C2S1)NCC=1SC=CC1)C#N)Br)C 2-[(2S)-2-aminopropyl]-3-bromo-7-{[(thiophen-2-yl)methyl]amino}thieno[3,2-b]pyridine-5-carbonitrile